iodopropyl-methyl-dipropyloxysilane ICCC[Si](OCCC)(OCCC)C